BrC1=CC=C2C(=C(C(=NC2=C1)Cl)C#N)C1=C(C=CC=C1)F 7-bromo-2-chloro-4-(2-fluorophenyl)quinoline-3-carbonitrile